1-azabicyclo[2.2.2]oct-3-yl [2-(2,4'-difluorobiphenyl-4-yl)propan-2-yl]carbamate FC1=C(C=CC(=C1)C(C)(C)NC(OC1CN2CCC1CC2)=O)C2=CC=C(C=C2)F